3-Hydroxypropyl (2S,5R)-7-oxo-6-(sulfooxy)-1,6-diazabicyclo[3.2.1]octane-2-carbimidate O=C1N([C@@H]2CC[C@H](N1C2)C(OCCCO)=N)OS(=O)(=O)O